NC1=CC2=C(CNOCC2)C=C1 7-Amino-1,2,4,5-tetrahydrobenzo[d]oxazepine